1H-pyrido[2,1-a]pyrrolo[1,2-c]phthalazine-7-carboxylate C1C=CN2N3C(=C4C=CC=CC4=C21)C=CC(=C3)C(=O)[O-]